C1(=CC=CC=C1)C1=NC2=CC(=CC=C2C=C1)B(O)O (2-phenylquinolin-7-yl)boronic acid